C(C1=CC=CC=C1)OC(=O)N[C@@H]1CN(CCC1)C(=O)OC(C)(C)C tert-butyl (3S)-3-(benzyloxycarbonylamino)piperidine-1-carboxylate